N(=[N+]=[N-])CCOCCOCCOCCOCCOCCNC(=O)CC[C@@H](C(=O)O)NC(=O)CCCCCCCCCCCCCCCCC(=O)O 17-{[(1S)-3-[(17-azido-3,6,9,12,15-pentaoxaheptadec-1-yl)carbamoyl]-1-carboxypropyl]carbamoyl}heptadecanoic acid